ethyl 5-amino-2-[8-[tert-butoxycarbonyl(2-cyanoallyl)amino]-7-methoxy-2-naphthyl]pyrimidine-4-carboxylate NC=1C(=NC(=NC1)C1=CC2=C(C(=CC=C2C=C1)OC)N(CC(=C)C#N)C(=O)OC(C)(C)C)C(=O)OCC